5-(2-pyridinyl)quinazoline N1=C(C=CC=C1)C1=C2C=NC=NC2=CC=C1